C(C)OC(=O)[C@H]1N(CC2(C1)CCCC2)C(CNC(CCCOC2=CC=CC=C2)=O)=O (S)-2-((4-phenoxybutyryl)glycyl)-2-azaspiro[4.4]Nonane-3-carboxylic acid ethyl ester